Methyl (2S)-2-(benzyloxycarbonylamino)-6-[tert-butoxycarbonyl(2-naphthylmethyl)amino]hexanoate C(C1=CC=CC=C1)OC(=O)N[C@H](C(=O)OC)CCCCN(CC1=CC2=CC=CC=C2C=C1)C(=O)OC(C)(C)C